2-Bromo-1-(3,4-difluorophenyl)ethanone BrCC(=O)C1=CC(=C(C=C1)F)F